C(CCC)OC(C1CCN(CC1)C1=CC(=C(C(=O)O)C=C1)C)OCCCC 4-[4-(Dibutoxymethyl)piperidin-1-yl]-2-methylbenzoic acid